BrC1=C(C=C2C(OC(C2=C1)P(OC)(OC)=O)=O)C Dimethyl (6-bromo-5-methyl-3-oxo-1,3-dihydroisobenzofuran-1-yl)phosphonate